4-(3-methyloctadecan-3-yl)oxazol-2(3H)-one CC(CC)(CCCCCCCCCCCCCCC)C=1NC(OC1)=O